tert-Butyl (S)-(1-(2-chloro-5-((1-(difluoromethyl)-1H-pyrazol-4-yl)ethanyl)pyridin-4-yl)piperidin-3-yl)carbamate ClC1=NC=C(C(=C1)N1C[C@H](CCC1)NC(OC(C)(C)C)=O)CCC=1C=NN(C1)C(F)F